C(C)(C)(C)OC(NC1CN(CC12OCCO2)C2=NC=1CC[C@@H](CC1C=C2)N)=O.C(=C)[Si](OCCOC)(C=C)C=C trivinyl-(2-methoxyethoxy)silane Tert-Butyl-N-[7-[(6S)-6-amino-5,6,7,8-tetrahydroquinolin-2-yl]-1,4-dioxa-7-azaspiro[4.4]nonan-9-yl]carbamate